1-tert-butoxycarbonyl-(3S)-aminopiperidine C(C)(C)(C)OC(=O)N1C(CCCC1)N